pyruvaldehyde-bis(N4-methylthiosemicarbazone) CNC(NN=C(C=NNC(=S)NC)C)=S